5-(cis-1-(cyclobutylmethyl)-8-(ethyl(methyl)amino)-2-oxo-8-phenyl-1,3-diazaspiro[4.5]decan-3-yl)-4-methoxypyrimidine-2-carbonitrile C1(CCC1)CN1C(N(CC12CCC(CC2)(C2=CC=CC=C2)N(C)CC)C=2C(=NC(=NC2)C#N)OC)=O